2-benzenediacetic acid C=1(C(=CC=CC1)CC(=O)O)CC(=O)O